CN(C1(CCC2(CNC(N2)=O)CC1)C1=CC=CC=C1)C cis-8-dimethylamino-8-phenyl-1,3-diazaspiro[4.5]decan-2-one